trimethyl 2,2',2''-((5-((2-((2-oxo-2-phenyl-1λ2-ethyl)amino)ethyl)carbamoyl)benzene-1,2,3-triyl)tris(oxy))-triacetate O=C([C]NCCNC(=O)C=1C=C(C(=C(C1)OCC(=O)OC)OCC(=O)OC)OCC(=O)OC)C1=CC=CC=C1